ClC1=C(C=C(C=C1)C1=CN(C2=NC(=CC=C21)C(=O)N2C(CN(CC2)C2=NC(=C(C(=O)O)C(=C2)C)C)(C)C)CC2(CCOCC2)C)F 6-(4-(3-(4-chloro-3-fluorophenyl)-1-((4-methyltetrahydro-2H-pyran-4-yl)methyl)-1H-pyrrolo[2,3-b]pyridine-6-carbonyl)-3,3-dimethylpiperazin-1-yl)-2,4-dimethylnicotinic acid